FC1(CC(C1)CN1N=CC(=N1)C(=O)OC)F Methyl 2-((3,3-difluorocyclobutyl)methyl)-2H-1,2,3-triazole-4-carboxylate